6-(6-fluoro-2,2-dioxo-3,4-dihydrobenzo[e][1,2,3]oxathiazin-8-yl)-2H-1,4-benzoxazin-3(4H)-one FC=1C=C(C2=C(CNS(O2)(=O)=O)C1)C=1C=CC2=C(NC(CO2)=O)C1